(2S)-2-hydroxy-6-({[(2-methyl-2-propanyl)oxy]carbonyl}amino)hexanoic acid O[C@H](C(=O)O)CCCCNC(=O)OC(C)(C)C